BrC1=C2C=NN(C2=CC(=C1O)Cl)C1OCCCC1 4-bromo-6-chloro-1-(tetrahydro-2H-pyran-2-yl)-1H-indazol-5-ol